C[C@H]1CN(CC[C@H]1C1=CC=C(C=C1)OC(F)(F)F)C(=O)C1CC2(C1)NC(OC2)=O |r| (rac)-(2s,4s)-2-((3r,4r)-3-methyl-4-(4-(trifluoromethoxy)phenyl)piperidine-1-carbonyl)-7-oxa-5-azaspiro[3.4]octan-6-one